1-(2-((5-methyl-3-(trifluoromethyl)-8,9-dihydropyrido[3',2':4,5]pyrrolo[1,2-a]pyrazin-7(6H)-yl)sulfonyl)ethoxy)propan CC=1C2=C(N3C1CN(CC3)S(=O)(=O)CCOCCC)N=CC(=C2)C(F)(F)F